[1,1'-biphenyl]-4-yl(phenyl)sulfane C1(=CC=C(C=C1)SC1=CC=CC=C1)C1=CC=CC=C1